(S)-2-cyclopropyl-5-[1-(2-fluoro-6-methyl-phenyl)-piperidin-4-yl]-4-methyl-7-(2-trifluoromethyl-benzyl)-2,4,5,7-tetrahydro-pyrazolo[3,4-d]pyrimidin-6-one C1(CC1)N1N=C2N(C(N([C@H](C2=C1)C)C1CCN(CC1)C1=C(C=CC=C1C)F)=O)CC1=C(C=CC=C1)C(F)(F)F